C=COCCOCCSCCOCCOC=C 3,6,12,15-tetraoxa-9-thiaheptadecane-1,16-diene